5-fluoro-4-(2,2,6,6-tetramethyl-1,2,3,6-tetrahydropyridin-4-yl)pyrimidin-2-amine FC=1C(=NC(=NC1)N)C=1CC(NC(C1)(C)C)(C)C